(R)-(Z)-3-((3-butyl-7-(ethylthio)-1,1-dioxido-5-phenyl-2,3,4,5-tetrahydro-1,5-benzothiazepin-8-yl)oxy)-2-fluoroacrylic acid C(CCC)[C@H]1CS(C2=C(N(C1)C1=CC=CC=C1)C=C(C(=C2)O\C=C(\C(=O)O)/F)SCC)(=O)=O